2-(((1r,4r)-4-aminocyclohexyl)ethylquinazolin-6-yl)pyrimidin NC1CCC(CC1)CCC1=NC2=CC=C(C=C2C=N1)C1=NC=CC=N1